C(CCCCCCCCC)(=O)OCN1C(CCC2=CC=C(C=C12)CCN1CCN(CC1)C1=CC(=CC2=C1C=CS2)F)=O (7-(2-(4-(6-fluorobenzothiophen-4-yl)piperazin-1-yl)ethyl)-2-oxo-3,4-dihydroquinoline-1(2H)-yl)methyl decanoate